4-[[2-(5-chloro-2-hydroxy-phenyl)acetyl]amino]-N-[(1s,3r)-3-hydroxycyclopentyl]pyridine-2-carboxamide tert-butyl-3-(3-methyl-6-nitro-2-oxo-benzimidazol-1-yl)propanoate C(C)(C)(C)OC(CCN1C(N(C2=C1C=C(C=C2)[N+](=O)[O-])C)=O)=O.ClC=2C=CC(=C(C2)CC(=O)NC2=CC(=NC=C2)C(=O)N[C@@H]2C[C@@H](CC2)O)O